COC1=CC=C(C=C1)C1(CC1)CN1N=C2N([C@@H](CCC2)C(=O)O)C1=O (5S)-2-{[1-(4-Methoxyphenyl)cyclopropyl]methyl}-3-oxo-2,3,5,6,7,8-hexahydro[1,2,4]triazolo[4,3-a]pyridine-5-carboxylic acid